FC=1C=C(C=CC1OC1=C2C(=NC=C1)NN=C2NC(CO)(C)C)NC(=O)C=2C(N(C(N(C2)C(C)C)=O)C2=CC=C(C=C2)F)=O N-(3-fluoro-4-((3-((1-hydroxy-2-methylpropan-2-yl)amino)-1H-pyrazolo[3,4-b]pyridin-4-yl)oxy)phenyl)-3-(4-fluorophenyl)-1-isopropyl-2,4-dioxo-1,2,3,4-tetrahydropyrimidine-5-carboxamide